6-[5-[2-[[4-Fluoro-6-(1H-pyrazol-3-ylmethoxy)-2,3-dihydro-1H-inden-2-yl]methylamino]ethyl]-2-oxo-1,3-oxazolidin-3-yl]-4H-pyrazino[2,3-b][1,4]oxazin-3-one FC1=C2CC(CC2=CC(=C1)OCC1=NNC=C1)CNCCC1CN(C(O1)=O)C1=NC2=C(OCC(N2)=O)N=C1